C(CCCCCCC)(O)O octandiol